C(#N)C=1C=CC2=C(C=C(O2)B(O)O)C1 5-cyanobenzofuran-2-boronic acid